3-(((4,4-bis(octyloxy)butanoyl)oxy)methyl)-5-(6-hexyl-3,8-dioxo-11-(pyrrolidin-1-yl)-2,4,7-trioxa-9-azaundecyl)benzyl (9Z,12Z)-octadeca-9,12-dienoate C(CCCCCCC\C=C/C\C=C/CCCCC)(=O)OCC1=CC(=CC(=C1)COC(OCC(OC(NCCN1CCCC1)=O)CCCCCC)=O)COC(CCC(OCCCCCCCC)OCCCCCCCC)=O